FC=1C=C(OC2CCC3=CC=C(C=C23)NC(C=C)=O)C=CC1 N-(3-(3-fluorophenoxy)-2,3-dihydro-1H-inden-5-yl)acrylamide